O1C(CCCC1)N1N=CC(=C1)B1OC(C(O1)(C)C)(C)C 1-(oxan-2-yl)-4-(tetramethyl-1,3,2-dioxaborolan-2-yl)pyrazole